methyl 2-(2,2-difluoroethylamino)-1,3-thiazole-5-carboxylate FC(CNC=1SC(=CN1)C(=O)OC)F